tert-Butyl N-[[(2R)-2-benzyloxy-5-hydroxy-2-(trifluoromethyl)pentanoyl]amino]carbamate C(C1=CC=CC=C1)O[C@@](C(=O)NNC(OC(C)(C)C)=O)(CCCO)C(F)(F)F